C1(CC1)S(=O)(=O)C1=CC(=C(C=C1)NC(=O)C1=CC=C2C(=N1)N(N=C2)C2CC(C2)(F)F)N2CCC1(CC1)CC2 N-(4-(cyclopropylsulfonyl)-2-(6-azaspiro[2.5]oct-6-yl)phenyl)-1-(3,3-difluorocyclobutyl)-1H-pyrazolo[3,4-b]pyridine-6-carboxamide